(r)-3-[5-(2-fluorophenyl)-1,2,4-oxadiazol-3-yl]Benzoic acid FC1=C(C=CC=C1)C1=NC(=NO1)C=1C=C(C(=O)O)C=CC1